(6-methoxy-3-(1-(piperidin-4-yl-4-d)-1H-pyrazol-4-yl)-1H-pyrazolo[4,3-b]pyridin-5-yl)-2,3-dihydro-1H-indene-1-carbonitrile COC=1C=C2C(=NC1C1(CCC3=CC=CC=C13)C#N)C(=NN2)C=2C=NN(C2)C2(CCNCC2)[2H]